ClC1=C(CN2C(=NC3=C2C=CC(=C3)OC)C(C)C3=CC=C(C=C3)CO)C=CC=C1 (4-(1-(1-(2-chlorobenzyl)-5-methoxy-1H-benzo[d]imidazol-2-yl)ethyl)phenyl)methanol